OC1CCC(CC1)NC1=C(C(NC=C1)=O)C(=O)NC1=CC=C(C=C1)N1CCN(CC1)C 4-(((1S,4S)-4-Hydroxycyclohexyl)amino)-N-(4-(4-methylpiperazin-1-yl)phenyl)-2-oxo-1,2-dihydropyridine-3-carboxamide